(3-((3S,4S)-4-amino-3-methyl-2-oxo-8-azaspiro[4.5]decan-8-yl)-6-(2,3-dichlorophenyl)-5-methylpyrazin-2-yl)methanol N[C@H]1[C@@H](C(CC12CCN(CC2)C=2C(=NC(=C(N2)C)C2=C(C(=CC=C2)Cl)Cl)CO)=O)C